disodium dodecandioate C(CCCCCCCCCCC(=O)[O-])(=O)[O-].[Na+].[Na+]